3,6-di-tert-butyl-1-bromocarbazole C(C)(C)(C)C=1C=C(C=2NC3=CC=C(C=C3C2C1)C(C)(C)C)Br